N-(3-amino-4-(2-chloro-5-fluorophenoxy)-7-((methylamino)methyl)-1H-indazol-5-yl)-3-fluoro-5-(trifluoromethyl)benzamide NC1=NNC2=C(C=C(C(=C12)OC1=C(C=CC(=C1)F)Cl)NC(C1=CC(=CC(=C1)C(F)(F)F)F)=O)CNC